O1CCN(CC1)CCCC=O 4-morpholino-1-butanone